C(OCCCCCCCBr)(OC(C)CCCCCCCCCCCCCCC)=O 7-bromoheptyl (2-heptadecyl) carbonate